3-(2-fluorophenyl)urea FC1=C(C=CC=C1)NC(N)=O